COC1=NC(=CC=C1OB(O)O)C (2-methoxy-6-methylpyridin-3-yl)boric acid